N1CCC(CC1)N1C(=CC2=CC=CC=C12)C1=NNC(=C1)NC(C1=CC=C(C=C1)NC1CCN(CC1)C)=O N-(3-(1-(piperidin-4-yl)-1H-indol-2-yl)-1H-pyrazol-5-yl)-4-((1-methylpiperidin-4-yl)amino)benzamide